bis(3-((3-cyclohexylpropanoyl)oxy)-2-(((3-cyclohexylpropanoyl)oxy)methyl)-2-methylpropyl) 5-hydroxynonanedioate OC(CCCC(=O)OCC(COC(CCC1CCCCC1)=O)(C)COC(CCC1CCCCC1)=O)CCCC(=O)OCC(COC(CCC1CCCCC1)=O)(C)COC(CCC1CCCCC1)=O